OC(CCCCCCCCC(=O)O)CC=CCCC 10-hydroxy-hexadec-12-enoic acid